OCC1N(CC2=CC=CC=C2C1)C(=O)C1=CC=C(C=C1)C1=NOC(=N1)C(F)(F)F (3-(hydroxymethyl)-3,4-dihydroisoquinolin-2(1H)-yl)(4-(5-(trifluoromethyl)-1,2,4-oxadiazol-3-yl)phenyl)methanone